FC=1C=C(C=CC1)C1=C(NC=2C1=NC=CC2)C2=C(C=NC=C2)OCCN(C(C=C)=O)C N-[2-({4-[3-(3-fluorophenyl)-1H-pyrrolo[3,2-b]pyridin-2-yl]pyridin-3-yl}oxy)ethyl]-N-methylprop-2-enamide